dimethyl-di(acetoacetoxy)silane C[Si](OC(CC(=O)C)=O)(OC(CC(=O)C)=O)C